3-(6-fluoro-1-isopropyl-1H-benzo[d]imidazol-2-yl)-1H-indazole-5-carboxylic acid FC=1C=CC2=C(N(C(=N2)C2=NNC3=CC=C(C=C23)C(=O)O)C(C)C)C1